[C@H]12CC(C[C@H](CC1)N2)OC2=CC=C(N=N2)C2=C(C=C(C=C2)C2=CC(NC=C2)=O)O 4-(4-(6-(((1r,3s,5s)-8-azabicyclo[3.2.1]oct-3-yl)oxy)pyridazin-3-yl)-3-hydroxyphenyl)pyridin-2(1H)-one